C(C)(C)(C)[Si](OC(CN(CCCC(=O)O)CC(CCCCCCCCCC)O[Si](C(C)(C)C)(C)C)CCCCCCCCCC)(C)C 4-(bis{2-[(tert-butyl)bis(methyl)siloxy]dodecyl}amino)butyric acid